3-bromo-5-(3,6-dihydro-2H-pyran-4-yl)pyridin-2-amine BrC=1C(=NC=C(C1)C=1CCOCC1)N